2-(2-chloro-6-oxo-5,6-dihydro-4H-cyclopenta[b]thiophen-4-ylidene)malononitrile ClC1=CC2=C(S1)C(CC2=C(C#N)C#N)=O